CN1CC(C1)NC1=C(C=NC=C1)N N4-(1-methylazetidin-3-yl)pyridine-3,4-diamine